[Si](C1=CC=CC=C1)(C1=CC=CC=C1)(C(C)(C)C)OCC1CC(C1)N1C(C[C@@H](C1)C1=C(C(=CC=C1OCOCC[Si](C)(C)C)Cl)Cl)=S |r| rac-1-((1r,3r)-3-(((tert-butyldiphenylsilyl)oxy)methyl)cyclobutyl)-4-(2,3-dichloro-6-((2-(trimethylsilyl)ethoxy)methoxy)phenyl)pyrrolidine-2-thione